1-((1-(N-methylacetamido)cyclopropyl)methyl)-1H-benzo[d]imidazole-6-carboxylic acid CN(C(C)=O)C1(CC1)CN1C=NC2=C1C=C(C=C2)C(=O)O